methyl 5-(cyclopropylmethyl)-1-methyl-1H-pyrazole-3-carboxylate C1(CC1)CC1=CC(=NN1C)C(=O)OC